Ethyl (1R,7a'S)-2-bromo-2-fluoro-5'-oxodihydro-1'H,3'H-spiro[cyclopropane-1,2'-pyrrolizine]-7a'(5'H)-carboxylate BrC1(C[C@@]12C[C@@]1(CCC(N1C2)=O)C(=O)OCC)F